C1(=CCC1)C1C=CC=C1 5-cyclobutenyl-1,3-cyclopentadiene